NCCN[C@@H]1CC[C@H](CC1)CC(=O)N[C@@H]1B(OC2=C(C1)C=CC=C2)O (R)-3-(2-(trans-4-(2-Aminoethylamino)cyclohexyl)acetamido)-2-hydroxy-3,4-dihydro-2H-benzo[e][1,2]oxaborinin